trimethyl-(perfluoroethyl)silane C[Si](C(C(F)(F)F)(F)F)(C)C